N-[2-(3-Cyanophenyl)-1-[5-(trifluoromethyl)-1,3-benzothiazol-2-yl]ethyl]benzenesulfonamide C(#N)C=1C=C(C=CC1)CC(C=1SC2=C(N1)C=C(C=C2)C(F)(F)F)NS(=O)(=O)C2=CC=CC=C2